COC=1C=CC(=NC1)COC1=CC=C(C=C1)OCOC 5-methoxy-2-[4-(methoxymethoxy)phenoxymethyl]pyridine